4-(5-(3,5-dichlorophenyl)-5-(trifluoromethyl)-4,5-dihydroisoxazol-3-yl)-2-methyl-N-(propylsulfinyl)benzamide ClC=1C=C(C=C(C1)Cl)C1(CC(=NO1)C1=CC(=C(C(=O)NS(=O)CCC)C=C1)C)C(F)(F)F